BrC=1C=C(C=NC1)N1C(N(C2=C(C1=O)SC(=C2)C2=C(C=C(C(=C2)OC)F)Cl)CCC#N)=O 3-(3-(5-bromopyridin-3-yl)-6-(2-chloro-4-fluoro-5-methoxyphenyl)-2,4-dioxo-3,4-dihydrothieno[3,2-d]pyrimidin-1(2H)-yl)propanenitrile